2-{4-[6-amino-5-(2,6-dichloro-benzyloxy)-pyridin-3-yl]-phenoxy}-1-[(2R)-2-pyrrolidin-1-ylmethyl-pyrrolidin-1-yl]-ethanone NC1=C(C=C(C=N1)C1=CC=C(OCC(=O)N2[C@H](CCC2)CN2CCCC2)C=C1)OCC1=C(C=CC=C1Cl)Cl